NC=1N=C(C2=C(C=CC=C2C1)F)C1=C(C=C2C(=NC=NC2=C1F)N1CCN(CC1)C(C=C)=O)Cl 1-[4-[7-(3-amino-8-fluoro-1-isoquinolinyl)-6-chloro-8-fluoro-quinazolin-4-yl]Piperazin-1-yl]Prop-2-en-1-one